1-{2-[4-(dimethylamino)-2H-1,2,3-triazol-2-yl]acetyl}-4-fluoro-N-{[6-fluoro-5-(propan-2-yl)pyridin-2-yl](phenyl)methyl}pyrrolidine-2-carboxamide CN(C1=NN(N=C1)CC(=O)N1C(CC(C1)F)C(=O)NC(C1=CC=CC=C1)C1=NC(=C(C=C1)C(C)C)F)C